4-(2-{[(2R,7aS)-2-fluoro-hexahydropyrrolizin-7a-yl]methoxy}-5-(azetidin-1-yl)-8-fluoropyrido[4,3-d]pyrimidin-7-yl)-6-fluoro-5-[2-(triisopropylsilyl)ethynyl]naphthalen-2-ol F[C@@H]1C[C@@]2(CCCN2C1)COC=1N=CC2=C(N1)C(=C(N=C2N2CCC2)C2=CC(=CC1=CC=C(C(=C21)C#C[Si](C(C)C)(C(C)C)C(C)C)F)O)F